2,4-bis(Trichloromethyl)-6-(3,4-methylenedioxyphenyl)-s-triazine ClC(C1=NC(=NC(=N1)C(Cl)(Cl)Cl)C1=CC2=C(C=C1)OCO2)(Cl)Cl